5-((5-(2-(azetidin-3-ylmethoxy)-6-fluorophenyl)-1H-pyrazol-3-yl)amino)pyrazine-2-carbonitrile N1CC(C1)COC1=C(C(=CC=C1)F)C1=CC(=NN1)NC=1N=CC(=NC1)C#N